FC1=C(CN2C(OC3=C(C2)C=CC(=C3)OC=3N=NC=CC3)=O)C=CC=C1CN1C(OCC1)=O 3-(2-fluoro-3-((2-oxooxazolidin-3-yl)methyl)benzyl)-7-(pyridazin-3-yloxy)-3,4-dihydro-2H-benzo[e][1,3]oxazin-2-one